tert-butyl-dimethyl-[3-[2-methyl-4-(1-tetrahydropyran-2-yl-3-vinyl-pyrazolo[3,4-c]pyridin-5-yl)pyrazol-3-yl]oxypropoxy]silane C(C)(C)(C)[Si](OCCCOC=1N(N=CC1C=1C=C2C(=CN1)N(N=C2C=C)C2OCCCC2)C)(C)C